N-(1-((1S,2S)-2-fluorocyclopropyl)-2-oxo-1,2-dihydropyridin-3-yl)-7-isopropoxy-2-((1S,4R)-1-methyl-2-oxabicyclo[2.2.1]heptan-4-yl)imidazo[1,2-a]pyridine-6-carboxamide F[C@@H]1[C@H](C1)N1C(C(=CC=C1)NC(=O)C=1C(=CC=2N(C1)C=C(N2)[C@@]21CO[C@@](CC2)(C1)C)OC(C)C)=O